OC1=CC=C(C=C1)C(C#N)CC1=CC=C(C=C1)O 2,3-bis(4-hydroxyphenyl)-propionitrile